C(CCCCCCCCCCC\C=C\CCCCCCCC)(=O)O (13E)-docos-13-enoic acid